(2'S,7R)-2'-methyl-1'-[[1-(2-methylsulfonylethyl)triazol-4-yl]methyl]-2-(trifluoromethyl)spiro[4,5-dihydrothieno[2,3-c]pyran-7,4'-piperidine]-3-carboxylic acid C[C@@H]1N(CC[C@]2(C1)OCCC1=C2SC(=C1C(=O)O)C(F)(F)F)CC=1N=NN(C1)CCS(=O)(=O)C